FC(C(OC(C(OC(C(F)(F)F)(F)F)(F)F)(F)F)(F)F)(F)F perfluoro-3,6-dioxaoctane